C(C)C1=CC=C(C=C1)C1=CC=C(C=C1)C(=O)NCC(N1CCN(CC1)C1=CC=CC=C1)=O 4'-ethyl-N-[2-oxo-2-(4-phenylpiperazin-1-yl)ethyl]biphenyl-4-carboxamide